2-chloro-2-(2-cyclopropylpyridin-3-yl)acetic acid ethyl ester C(C)OC(C(C=1C(=NC=CC1)C1CC1)Cl)=O